N-(6-((5-bromo-2-((5-ethyl-2-methoxy-4-(3,9-diazaspiro[5.5]undecan-3-yl)phenyl)amino)pyrimidin-4-yl)amino)quinoxalin-5-yl)methanesulfonamide BrC=1C(=NC(=NC1)NC1=C(C=C(C(=C1)CC)N1CCC2(CC1)CCNCC2)OC)NC=2C(=C1N=CC=NC1=CC2)NS(=O)(=O)C